Ethyl (3-acetyl-1-(2-((3S)-3-((3-chloro-2-fluorobenzyl)carbamoyl)-5-((dimethylamino)methyl)-2-azabicyclo[3.1.0]hexan-2-yl)-2-oxoethyl)-1H-indazol-6-yl)(methyl)phosphinate C(C)(=O)C1=NN(C2=CC(=CC=C12)P(OCC)(=O)C)CC(=O)N1C2CC2(C[C@H]1C(NCC1=C(C(=CC=C1)Cl)F)=O)CN(C)C